N-(4-cyano-2-fluoro-phenyl)-4-[[3-(trifluoromethoxy)phenyl]methyl]-1H-pyrrole-3-sulfonamide C(#N)C1=CC(=C(C=C1)NS(=O)(=O)C1=CNC=C1CC1=CC(=CC=C1)OC(F)(F)F)F